CC1=CC(=NN1C1OCCCC1)N 5-Methyl-1-(tetrahydro-2H-pyran-2-yl)-1H-pyrazol-3-amine